C(C)S(=O)(=O)NC1=CC(=C(C(=O)NC2=NC(=NC(=C2)C)N2CCC(CC2)F)C=C1)N1CCC2(CC2)CC1 4-(Ethylsulfonamido)-N-(2-(4-fluoropiperidin-1-yl)-6-methylpyrimidin-4-yl)-2-(6-azaspiro[2.5]octan-6-yl)benzamide